FC1=C(C=CC(=C1O)C=O)CC(=O)O 2-(2-fluoro-4-formyl-3-hydroxyphenyl)acetic acid